(1R,2R-4R,6S)-4-ethoxy-2-((2-fluoro-4-(trifluoromethyl)phenyl)carbamoyl)-6-(4-(methylamino)phenyl)cyclohexane-1-carboxylic acid C(C)O[C@H]1C[C@H]([C@@H]([C@H](C1)C1=CC=C(C=C1)NC)C(=O)O)C(NC1=C(C=C(C=C1)C(F)(F)F)F)=O